8-[[4,8-difluoro-2-[(2S)-5-oxopyrrolidin-2-yl]-3,5,6,7-tetrahydrocyclopenta[f]benzimidazol-6-yl]methyl]-2-oxo-1-oxa-3,8-diazaspiro[4.5]decan FC1=C2C(=C(C=3N=C(NC31)[C@H]3NC(CC3)=O)F)CC(C2)CN2CCC3(CNC(O3)=O)CC2